NC1=C2C=CC=NC2=C(C=C1C(=O)C=1C2=CN(N=C2C(=CC1)F)C1OCCCC1)C (5-amino-8-methylquinolin-6-yl)-[7-fluoro-2-(oxan-2-yl)indazol-4-yl]methanone